FC=1C(=C(C=CC1)NC(\C=C\C1=CC2=C(N(C(N2)=O)C)C=C1)=O)C (E)-N-(3-fluoro-2-methylphenyl)-3-(1-methyl-2-oxo-2,3-dihydro-1H-benzo[d]imidazol-5-yl)acrylamide